1-[[4-[5-(trifluoromethyl)-1,2,4-oxadiazol-3-yl]phenyl]methyl]urea FC(C1=NC(=NO1)C1=CC=C(C=C1)CNC(=O)N)(F)F